(Z)-tert-butyl (3-fluoro-4-((4-(methylthio)phenyl)thio)but-2-en-1-yl)carbamate F\C(=C/CNC(OC(C)(C)C)=O)\CSC1=CC=C(C=C1)SC